OC=1C=C(C=C(C1O)[N+](=O)[O-])C\C=N\N[C@](C(=O)O)(CC1=CC(=C(C=C1)O)O)C (2s)-2-[(E)-2-[(3,4-Dihydroxy-5-nitrophenyl)ethylidene]hydrazin-1-yl]-3-(3,4-dihydroxyphenyl)-2-methylpropanoic acid